OC1=C(OC2=NC(=NC(=N2)OC2=C(C(=C(C=C2)OCCCCCC)C)O)OC2=C(C(=C(C=C2)OCCCCCC)C)O)C=CC(=C1C)OCCCCCC 2,4,6-tris(2-hydroxy-4-hexyloxy-3-methylphenoxy)-1,3,5-triazine